(1S,2S)-N-(6-(5-chloro-6-fluoro-7-(1-methyl-1H-pyrazol-5-yl)-1H-indazol-4-yl)imidazo[1,2-a]pyrazin-2-yl)-2-fluorocyclopropane-1-carboxamide ClC=1C(=C2C=NNC2=C(C1F)C1=CC=NN1C)C=1N=CC=2N(C1)C=C(N2)NC(=O)[C@H]2[C@H](C2)F